O1CCC(C2=CC=CC=C12)N1[C@@H](C=2N(CC1)C(=NN2)C2=NC(=NS2)C)C 5-((8R)-7-(chroman-4-yl)-8-methyl-5,6,7,8-tetrahydro-[1,2,4]triazolo[4,3-a]pyrazin-3-yl)-3-methyl-1,2,4-thiadiazole